5-methyl-2-((trimethylsilyl)ethynyl)thiazole CC1=CN=C(S1)C#C[Si](C)(C)C